NC(C(=O)O)CC1CCCCC1 2-amino-3-cyclohexylpropanoic acid